2-aminoethyl-(triisododecyloxysilane) NCC[Si](OCCCCCCCCCC(C)C)(OCCCCCCCCCC(C)C)OCCCCCCCCCC(C)C